1-[9-(4-chlorophenyl)-8-(3-chloro-2-pyridinyl)-2-[2-hydroxyethyl-(methyl)amino]purin-6-yl]-4-methyl-piperidine-4-carboxamide ClC1=CC=C(C=C1)N1C2=NC(=NC(=C2N=C1C1=NC=CC=C1Cl)N1CCC(CC1)(C(=O)N)C)N(C)CCO